Lithium Triazenid [N-]=NN.[Li+]